4-((2-(tert-butoxy)ethyl)(4-(5,6,7,8-tetrahydro-1,8-naphthyridin-2-yl)butyl)amino)-2-(2-(1-methylcyclobutyl)acetamido)butanoic acid C(C)(C)(C)OCCN(CCC(C(=O)O)NC(CC1(CCC1)C)=O)CCCCC1=NC=2NCCCC2C=C1